4-((7-methoxyquinolin-4-yl)oxy)benzoic acid COC1=CC=C2C(=CC=NC2=C1)OC1=CC=C(C(=O)O)C=C1